O1C(=O)C(=CC2=CC=CC=C12)CCO Coumarinethanol